ClC1=C(C=C(C(=C1)Cl)OC)[C@H]1[C@@H](C1)C=1C=NC(=NC1)C1=NC=CC=N1 trans-5-(2-(2,4-dichloro-5-methoxyphenyl)cyclopropyl)-2,2'-bipyrimidine